NC1=NC(=CC(=N1)C=1N=NN(C1)CC1=CC=CC(=N1)C(C)N1CC(CC1)C(=O)O)C1=CC(=CC=C1)C#N 1-{1-[6-({4-[2-amino-6-(m-cyanophenyl)-4-pyrimidinyl]-1H-1,2,3-triazol-1-yl}methyl)-2-pyridinyl]ethyl}-3-pyrrolidinecarboxylic acid